2,4-DIOXO-1,4-DIHYDROQUINAZOLINE O=C1NC2=CC=CC=C2C(N1)=O